[3-(1-methoxyprop-1-en-2-yl)phenyl]-1,2-oxazole COC=C(C)C=1C=C(C=CC1)C1=NOC=C1